6-hydroxy-1,4,5,8-tetramethyl-2-naphthoic acid OC=1C(=C2C(=CC(=C(C2=C(C1)C)C)C(=O)O)C)C